C(C1=CC=CC=C1)OC(=O)N1C(C(NC=C1)=O)C(F)(F)F.FC(C1C(NCCN1)=O)(F)F 3-(trifluoromethyl)piperazin-2-one benzyl-3-oxo-2-(trifluoromethyl)-3,4-dihydropyrazine-1(2H)-carboxylate